1-(2-(4-ethylpiperazin-1-yl)-4-methylquinolin-6-yl)-3-(piperidin-1-yl)thiourea C(C)N1CCN(CC1)C1=NC2=CC=C(C=C2C(=C1)C)NC(=S)NN1CCCCC1